N-isopropyl-8-(methyl-sulfonamido)-5-(4-(trifluoromethyl)phenyl)-2-naphthamide C(C)(C)NC(=O)C1=CC2=C(C=CC(=C2C=C1)C1=CC=C(C=C1)C(F)(F)F)NS(=O)(=O)C